N-(((2R,5S)-5-(4-Chlorobenzyl)-4-(4-(1,5-dimethyl-1H-Pyrazol-3-yl)cyclohexyl)morpholin-2-yl)methyl)-1,1,1-trifluoromethanesulfonamid ClC1=CC=C(C[C@H]2CO[C@H](CN2C2CCC(CC2)C2=NN(C(=C2)C)C)CNS(=O)(=O)C(F)(F)F)C=C1